FC=1C=C2C(C(N(C2=CC1)C1CCN(CC1)C1CCC(CC1)=C(C)C)=O)NC(C)=O N-(5-fluoro-2-oxo-1-(1-(4-(propan-2-ylidene)cyclohexyl)piperidin-4-yl)indolin-3-yl)acetamide